The molecule is a member of the class of prostaglandins Falpha that is latanoprost free acid with a double bond at position 13. It has a role as a metabolite. It derives from a latanoprost free acid. C1[C@@H]([C@@H]([C@H]([C@@H]1O)/C=C/[C@H](CCC2=CC=CC=C2)O)C/C=C\\CCCC(=O)O)O